BrC1=CC=C(C=N1)C(C#N)CCS(=O)(=O)C 2-(6-bromopyridin-3-yl)-4-(methylsulfonyl)butyronitrile